6-(5-chloro-2-fluorophenyl)-3-[2-(pyrrolidin-1-yl)ethoxy]pyridazin-4-amine ClC=1C=CC(=C(C1)C1=CC(=C(N=N1)OCCN1CCCC1)N)F